2-[5-fluoro-2-(methoxymethoxy)phenyl]Acetic acid FC=1C=CC(=C(C1)CC(=O)O)OCOC